CC1(OB(OC1(C)C)C1=NN(C2=CN=C(C=C21)C2(CC2)C#N)C(C2=CC=CC=C2)(C2=CC=CC=C2)C2=CC=CC=C2)C 1-[3-(4,4,5,5-tetramethyl-1,3,2-dioxaborolan-2-yl)-1-trityl-pyrazolo[3,4-c]pyridin-5-yl]cyclopropanecarbonitrile